4-(4-(propylsulfonamido)phenyl)-7H-pyrrolo[2,3-d]pyrimidin C(CC)S(=O)(=O)NC1=CC=C(C=C1)C=1C2=C(N=CN1)NC=C2